6-[[8-cyclopropyl-9-(2-trimethylsilylethoxymethyl)purin-6-yl]amino]-3-methyl-3-(trifluoromethyl)-2H-imidazo[1,5-a]pyridine-1,5-dione C1(CC1)C=1N(C2=NC=NC(=C2N1)NC1=CC=C2N(C1=O)C(NC2=O)(C(F)(F)F)C)COCC[Si](C)(C)C